BrC=1C(=CC(=NC1)Cl)Cl 5-bromo-2,4-Dichloropyridine